tert-butyl 3-([[2,3-dichloro-6-(prop-2-en-1-yloxy)phenyl](pyridin-4-yl)methyl]carbamoyl)azetidine-1-carboxylate ClC1=C(C(=CC=C1Cl)OCC=C)C(C1=CC=NC=C1)NC(=O)C1CN(C1)C(=O)OC(C)(C)C